4-propyl-1-(pyridin-2-yl)-1H-pyrazol-5-ol C(CC)C=1C=NN(C1O)C1=NC=CC=C1